thiazolyl thioketone S1C(=NC=C1)C(=S)C=1SC=CN1